2-chloro-3,6-difluoro-pyridine ClC1=NC(=CC=C1F)F